C1=CC=CC=2C3=CC=CC=C3C(C12)COC(=O)N([C@H](C(=O)O)C)C (2S)-2-[9H-fluoren-9-yl-methoxycarbonyl-(methyl)amino]propanoic acid